C1(CCCC1)N1C(=CC2=C1N=C(N=C2)NC2=NC=C(C=C2)OCC2CCNCC2)C(=O)N(C)C 7-cyclopentyl-N,N-dimethyl-2-[[5-(4-piperidinylmethoxy)-2-pyridinyl]amino]pyrrolo[2,3-d]pyrimidine-6-carboxamide